Cl.NC/C(/CN1N=CN(C1=O)CC=1SC(=CC1)C1=CC=2N(C=C1)N=CN2)=C\F 2-[(2E)-2-(aminomethyl)-3-fluoroprop-2-en-1-yl]-4-[5-([1,2,4]triazolo[1,5-a]pyridin-7-yl)thiophen-2-yl]methyl-2,4-dihydro-3H-1,2,4-triazol-3-one hydrochloride